C(C1=CC=CC=C1)OC1=CC=C(C=N1)N1CC=2N(CC1)C(=NN2)[C@@H]2C[C@@H](CCC2)NC2=NC=C(C(=N2)OC2COC2)C(F)(F)F N-[(1R,3S)-3-[7-(6-benzyloxy-3-pyridyl)-6,8-dihydro-5H-[1,2,4]triazolo[4,3-a]pyrazin-3-yl]cyclohexyl]-4-(oxetan-3-yloxy)-5-(trifluoromethyl)pyrimidin-2-amine